N-Bocphenylalanine chlorine [Cl].C(=O)(OC(C)(C)C)N[C@@H](CC1=CC=CC=C1)C(=O)O